NC1=NC=CC=C1C1=NC=2C(=NC(=CC2)C2=CC=CC=C2)N1C1=CC=C(C(=O)N(C)CCC2=CC(=C(C=C2)C=O)O)C=C1 4-[2-(2-aminopyridin-3-yl)-5-phenylimidazo[4,5-b]pyridin-3-yl]-N-[2-(4-formyl-3-hydroxyphenyl)ethyl]-N-methylbenzamide